CC[C@H](/C=C/C=C\\C/C=C\\C=C\\C=C\\[C@H]1[C@@H](O1)CCCC(=O)O)O The molecule is a polyunsaturated fatty acid consisting of (7E,9E,11Z,14Z,16E)-icosapentaenoic acid carrying additional (18R)-hydroxy and (5S,6S)-epoxy groups. It has a role as a human blood serum metabolite and a human xenobiotic metabolite. It is an epoxy fatty acid, an icosanoid, a long-chain fatty acid and a hydroxy polyunsaturated fatty acid. It is a conjugate acid of a 5(S),6(S)-epoxy-18(R)-hydroxy-(7E,9E,11Z,14Z,16E)-icosapentaenoate.